N-(Naphthalenesulfonyl)-L-phenylalanine C1(=CC=CC2=CC=CC=C12)S(=O)(=O)N[C@@H](CC1=CC=CC=C1)C(=O)O